C(C1=CC=CC=C1)O[C@H]([C@@H](OCCOCCN1N=CC(=C1)C1=NN(C2=CC=C(C=C12)O[Si](C)(C)C(C)(C)C)C1OCCCC1)C)C [3-[1-[2-[2-[(1S,2S)-2-benzyloxy-1-methyl-propoxy]ethoxy]ethyl]pyrazol-4-yl]-1-tetrahydropyran-2-yl-indazol-5-yl]oxy-tert-butyl-dimethyl-silane